NC1=CC=C(N=N1)C1CCN(CC1)C(=O)C1=NC=C(C(=C1)OC)C1=CC(=CC=C1)OCC(C)C [4-(6-Amino-pyridazin-3-yl)-piperidin-1-yl]-[5-(3-isobutoxyphenyl)-4-methoxy-pyridin-2-yl]-methanone